(S)-1-(2-(benzo[d][1,3]dioxol-5-ylamino)-5-methyl-pyrimidin-4-yl)-N-(2-hydroxy-1-phenylethyl)-1H-pyrrole-3-carboxamide O1COC2=C1C=CC(=C2)NC2=NC=C(C(=N2)N2C=C(C=C2)C(=O)N[C@H](CO)C2=CC=CC=C2)C